C(C1=CC=CC=C1)N1N=C(C=2C1=NC(=CN2)Cl)\N=C/N(C)C (Z)-N'-(1-benzyl-6-chloro-1H-pyrazolo[3,4-b]pyrazin-3-yl)-N,N-dimethylformimidamide